NC1=NC=CC=C1S(=O)(=O)NC(=O)C=1C(=NC(=CC1)C=1C(=NOC1C)C)N1C(C[C@@H](C1)C)(C)C N-[(2-Amino-3-pyridyl)sulfonyl]-6-(3,5-dimethylisoxazol-4-yl)-2-[(4S)-2,2,4-trimethylpyrrolidin-1-yl]pyridin-3-carboxamid